tert-butyl (2S)-4-[3-(2,6-dibenzyloxy-3-pyridyl)-1-methyl-indazol-6-yl]-2-methyl-piperidine-1-carboxylate C(C1=CC=CC=C1)OC1=NC(=CC=C1C1=NN(C2=CC(=CC=C12)C1C[C@@H](N(CC1)C(=O)OC(C)(C)C)C)C)OCC1=CC=CC=C1